NC1=C(C=NC(=C1)NC(C)=O)C1=NC=C(C=C1)C(F)(F)F N-(4'-amino-5-(trifluoromethyl)-[2,3'-bipyridin]-6'-yl)acetamide